Pentadecan-7-yl 2,2,3,3-tetramethyl-12-oxo-13-(3-oxo-3-(pentadecan-7-yloxy)propyl)-4,11-dioxa-7,8-dithia-13-aza-3-silahexadecan-16-oate CC(C)([Si](OCCSSCCOC(N(CCC(=O)OC(CCCCCC)CCCCCCCC)CCC(OC(CCCCCC)CCCCCCCC)=O)=O)(C)C)C